(R)-5-chloro-2-(2'-(2-ethoxyphenyl)-7'-(pyrrolidin-2-ylmethyl)-7',8'-dihydro-6'H-spiro[piperidine-4,5'-[1,7]naphthyridin]-1-yl)benzoic acid ClC=1C=CC(=C(C(=O)O)C1)N1CCC2(C=3C=CC(=NC3CN(C2)C[C@@H]2NCCC2)C2=C(C=CC=C2)OCC)CC1